7-oxo-7-((4-phenylthiazol-2-yl)amino)heptyl 2,2-dimethyl-3-phenylpropane-thioate CC(C(OCCCCCCC(NC=1SC=C(N1)C1=CC=CC=C1)=O)=S)(CC1=CC=CC=C1)C